O=C1C2=CC=CC=C2C=2C=CC=CC2C1=O 9,10-dioxophenanthrene